N[C@@H](C(=O)NC=1SC=C(N1)C1=C2C(=NC=C1)NC(=C2)C)CC(C)C (2R)-2-Amino-4-methyl-N-[4-(2-methyl-1H-pyrrolo[2,3-b]pyridin-4-yl)thiazol-2-yl]pentanamide